pyrimidino[5,4-e]pyrimidin-5(6H)-one N1=CN=CC2=C1N=CNC2=O